[I-].CC=1C=CC=C2C(=CNC12)CC[NH2+]C(C)C [2-(7-methyl-1H-indol-3-yl)ethyl](propan-2-yl)azanium iodide